BrC/C=C/C(=O)N1CC2=C(C3=C(N=CN=C3NC3=CC(=C(C=C3)OC=3C=NC(=CC3)C)C)S2)CC1 (E)-4-bromo-1-(4-((3-methyl-4-((6-methylpyridin-3-yl)oxy)phenyl)amino)-5,8-dihydropyrido[4',3':4,5]thieno[2,3-d]pyrimidin-7(6H)-yl)but-2-en-1-one